tert-hexylperoxyisopropyl monocarbonate C(OC(C)(C)OOC(C)(C)CCC)([O-])=O